NC1=C(C(=O)O)C=C(C=C1F)C1=CC2=C(N(C[C@H](N(S2(=O)=O)C)C2CCCCC2)C2=CC=CC=C2)C=C1Cl (R)-2-amino-5-(7-chloro-3-cyclohexyl-2-methyl-1,1-dioxido-5-phenyl-2,3,4,5-tetrahydrobenzo[f][1,2,5]thiadiazepin-8-yl)-3-fluorobenzoic acid